C(C)(C)(C)[S@](=O)N[C@@H](C1CCN(CC1)C(=O)OC(C)(C)C)C1=NC=C(C=C1)Cl tert-butyl 4-[(S)-[[(S)-tert-butylsulfinyl]amino]-(5-chloro-2-pyridyl)methyl]piperidine-1-carboxylate